5-(4-(cyclopentylmethyl)phenyl)-3-(3-(fluoromethyl)azetidine-1-carbonyl)-2-(pyrazin-2-yl)pyrazolo[1,5-a]pyrimidin-7(4H)-one C1(CCCC1)CC1=CC=C(C=C1)C=1NC=2N(C(C1)=O)N=C(C2C(=O)N2CC(C2)CF)C2=NC=CN=C2